1-(7-bromo-5H-pyrrolo[2,3-b]pyrazin-2-yl)-7-(difluoromethyl)-6-(1-methyl-1H-pyrazol-4-yl)-1,2,3,4-tetrahydroquinoline BrC1=CNC2=NC=C(N=C21)N2CCCC1=CC(=C(C=C21)C(F)F)C=2C=NN(C2)C